N-vinyl-biimidazolepropanesulfonic acid C(=C)N1C(N=C(C1)CCCS(=O)(=O)O)=C1N=CC=N1